ClC1=C(CN2C=C(C3=CC(=CC=C23)[N+](=O)[O-])C#N)C=CC=C1 1-(2-chlorobenzyl)-5-nitro-1H-indole-3-carbonitrile